C1=CC=CC=2C3=CC=CC=C3N(C12)C1=CC(=CC=C1)N1C2=CC=CC=C2C=2C=CC=CC12 1,3-bis(9H-carbazole-9-yl)benzene